FC1=CC(=C(C=2C3=C(C(=NN3C)C)C3(CCC3)NC12)C)C1=C2C=NN(C2=CC=C1)S(=O)(=O)C 6-fluoro-1,3,9-trimethyl-8-(1-methylsulfonylindazol-4-yl)spiro[5H-pyrazolo[4,3-c]quinoline-4,1-cyclobutane]